N-(4-(trifluoromethyl)-2-[6-(trifluoromethyl)pyrimidin-4-yl]phenyl)-6,7-diazaspiro[4.5]dec-9-ene-9-carboxamide FC(C1=CC(=C(C=C1)NC(=O)C=1CNNC2(CCCC2)C1)C1=NC=NC(=C1)C(F)(F)F)(F)F